2-(4-((2-methoxy-2-oxoethyl)carbamoyl)piperidin-1-yl)thiazole-5-carboxylic acid COC(CNC(=O)C1CCN(CC1)C=1SC(=CN1)C(=O)O)=O